6-((4-((tert-Butyldiphenylsilyl)oxy)butyl)(methyl)amino)undecane-1,11-diyl bis(3-cyclopentadecylpropanoate) C1(CCCCCCCCCCCCCC1)CCC(=O)OCCCCCC(CCCCCOC(CCC1CCCCCCCCCCCCCC1)=O)N(C)CCCCO[Si](C1=CC=CC=C1)(C1=CC=CC=C1)C(C)(C)C